methyl fluoride acetate C(C)(=O)O.CF